6,8-dibromo-7-chlorochromane BrC=1C=C2CCCOC2=C(C1Cl)Br